FC(C1=C(C=CC2=C1S(C(C2(F)F)(F)F)=O)OC=2C=NC=C(C2)F)F 7-(difluoromethyl)-2,2,3,3-tetrafluoro-6-((5-fluoropyridin-3-yl)oxy)-2,3-dihydrobenzo-[b]thiophene 1-oxide